tert-Butyl 4-(((5-chloro-7-(cyclopentylamino)-4-oxo-3,4-dihydroquinazolin-2-yl)methyl)thio)piperidine-1-carboxylate ClC1=C2C(NC(=NC2=CC(=C1)NC1CCCC1)CSC1CCN(CC1)C(=O)OC(C)(C)C)=O